C1OS(OCC12COS(OC2)(=O)=O)(=O)=O 2,4,8,10-Tetraoxa-3,9-dithiaspiro[5.5]undecane 3,3,9,9-tetroxide